(R)-5-chloro-1-(2,2-difluorocyclopropyl)-6-iodo-1H-benzo[d]imidazole ClC1=CC2=C(N(C=N2)[C@H]2C(C2)(F)F)C=C1I